FC=1C(=NC(=NC1)NC1=NC=C(C=C1)C1CCN(CC1)C)C1=C(C2=C(C3(N(C2=O)C)CCCC3)S1)C 2'-(5-Fluoro-2-((5-(1-methylpiperidin-4-yl)pyridin-2-yl)amino)pyrimidin-4-yl)-3',5'-dimethylspiro[cyclopentane-1,6'-thieno[2,3-c]pyrrol]-4'(5'H)-one